C(C)(C)(C)OC(NCC12CN(CC2(C1)C(F)(F)F)CC1=CC=CC=C1)=O ((3-benzyl-5-(trifluoromethyl)-3-azabicyclo[3.1.0]hex-1-yl)methyl)carbamic acid tert-butyl ester